ClCC=1NC(C2=C(N1)C(=CS2)SC)=O 2-(chloromethyl)-7-methylthiothieno[3,2-d]pyrimidin-4(3H)-one